(S)-3-oxo-1-((6-(4,4,5,5-tetramethyl-1,3,2-dioxaborolan-2-yl)-4-((3-(trifluoromethyl)phenyl)sulfonyl)-3,4-dihydro-2H-benzo[b][1,4]oxazin-2-yl)methyl)cyclobutane-1-carboxylic acid O=C1CC(C1)(C(=O)O)C[C@H]1CN(C2=C(O1)C=CC(=C2)B2OC(C(O2)(C)C)(C)C)S(=O)(=O)C2=CC(=CC=C2)C(F)(F)F